BrC1=C(C=C(C(=O)N2CC=3N=C(N(C(C3C[C@H]2C)=O)C2=CC=C(C=C2)OC[C@H](CO)O)N2N=C(C=C2C)C)C=C1)C(F)(F)F (R)-7-(4-bromo-3-(trifluoromethyl)benzoyl)-3-(4-((S)-2,3-dihydroxypropoxy)phenyl)-2-(3,5-dimethyl-1H-pyrazol-1-yl)-6-methyl-5,6,7,8-tetrahydropyrido[3,4-d]pyrimidin-4(3H)-one